[Si](C1=CC=CC=C1)(C1=CC=CC=C1)(C(C)(C)C)O[C@@H]1C[C@@]2(CCCN2C1)CO ((2R,7aS)-2-((tert-butyldiphenylsilyl)oxy)hexahydro-1H-pyrrolizin-7a-yl)methanol